FC1=CC=C(C=C1)S(=O)(=O)N1CC2=C(C1)CN(C2)C(=O)OC(C)(C)C tert-butyl 5-(4-fluorophenylsulphonyl)-3,4,5,6-tetrahydropyrrolo[3,4-c]pyrrole-2(1H)-carboxylate